3-methoxy-4-methyl-5-(1-(3-methyloxetan-3-yl)-1H-benzo[d]imidazol-2-yl)benzene-1,2-diol COC1=C(C(=CC(=C1C)C1=NC2=C(N1C1(COC1)C)C=CC=C2)O)O